COC(=O)N1[C@H](CCC2=C(C(=CC=C12)C=1C=NN(C1)C1CS(C1)(=O)=O)OC1=CC=C(C=C1)F)C.CC(C)OC1=CC=C(ON2CCCCC2)C=C1 {4-[(propan-2-yl)oxy]phenoxy}piperidine methyl-(2S)-6-[1-(1,1-dioxo-1λ6-thietan-3-yl)-1H-pyrazol-4-yl]-5-(4-fluorophenoxy)-2-methyl-1,2,3,4-tetrahydroquinoline-1-carboxylate